ClC=1C=C(C=C(C1OCCCCl)Cl)S(=O)(=O)C1=CC=C(OC[C@@H](CS(=O)(=O)CC)O)C=C1 (S)-1-(4-((3,5-dichloro-4-(3-chloropropoxy)phenyl)sulfonyl)phenoxy)-3-(ethylsulfonyl)propan-2-ol